3-(4-(4-fluoro-3-methylphenyl)-7-hydroxy-3-isopropyl-1-oxoisoquinolin-2(1H)-yl)propanoic acid FC1=C(C=C(C=C1)C1=C(N(C(C2=CC(=CC=C12)O)=O)CCC(=O)O)C(C)C)C